FC(CN1N=CC=2C1=NC(=NC2)N2CCC1(CCN(C1=O)C1=NC(=CN=C1)C(F)(F)F)CC2)F 8-[1-(2,2-difluoroethyl)-1H-pyrazolo[3,4-d]pyrimidin-6-yl]-2-[6-(trifluoromethyl)pyrazin-2-yl]-2,8-diazaspiro[4.5]decan-1-one